C(C)(=O)C1=NN2C(C(N(CC2)C2=C(C=C(C=C2)C2=NC3=CC=C(C=C3C=N2)C(F)(F)F)C)=O)=C1 2-acetyl-5-(2-methyl-4-(6-(trifluoromethyl)quinazolin-2-yl)phenyl)-6,7-dihydropyrazolo[1,5-a]pyrazin-4(5H)-one